F[C@H]1CN(CC[C@H]1NC1=C2C=C(N(C2=CC=C1)CC(F)(F)F)C#CCNC1=C(C=C(C(=O)NC)C=C1)OC)C 4-[3-[4-[[(3S,4R)-3-fluoro-1-methyl-4-piperidyl]amino]-1-(2,2,2-trifluoroethyl)indol-2-yl]prop-2-ynylamino]-N-methyl-3-(methoxy)benzamide